C(CCCCCCCCCCCCCCC)(=O)OCC=C(CCC=C(C)C)C 3,7-dimethyl-2,6-octadien-1-yl hexadecanoate